ethyl 5-(tert-butyl)-2-((butyl(ethoxycarbonyl)amino)(phenyl)methyl)-3-methylbenzoate C(C)(C)(C)C=1C=C(C(=C(C(=O)OCC)C1)C(C1=CC=CC=C1)N(C(=O)OCC)CCCC)C